ICC(=O)O iodioacetic acid